CN1C(=NC=C1)C(O)C=1N(C=CN1)C bis[(N-methyl)-imidazol-2-yl]carbinol